6-chloro-2-isopentyl-2H-indazole ClC=1C=CC2=CN(N=C2C1)CCC(C)C